(E)-N,N-dibenzyl-4-(dibenzo[b,d]thiophen-4-yl)-1,1-dimethoxybut-3-en-2-amine C(C1=CC=CC=C1)N(C(C(OC)OC)\C=C\C1=CC=CC2=C1SC1=C2C=CC=C1)CC1=CC=CC=C1